1,3,5-tris(3,5-di-tert-butyl-4-hydroxyphenylpropionyl)hexahydro-1,3,5-triazine tert-Butyl-3,3-difluorohexahydropyrrolo[3,4-b]pyrrole-5(1H)-carboxylate C(C)(C)(C)OC(=O)N1CC2NCC(C2C1)(F)F.C(C)(C)(C)C=1C=C(C=C(C1O)C(C)(C)C)CCC(=O)N1CN(CN(C1)C(CCC1=CC(=C(C(=C1)C(C)(C)C)O)C(C)(C)C)=O)C(CCC1=CC(=C(C(=C1)C(C)(C)C)O)C(C)(C)C)=O